FC(OC=1C=C(OC2=CC=C(C=C2)CO)C=CC1)(F)F [4-[3-(trifluoromethoxy)phenoxy]phenyl]methanol